1-(4-((6-amino-5-cyanopyrimidin-4-yl)oxy)-2-fluorophenyl)-3-(3-(tert-butyl)-1-(3,5-difluoro-4-methoxyphenyl)-1H-pyrazol-5-yl)urea NC1=C(C(=NC=N1)OC1=CC(=C(C=C1)NC(=O)NC1=CC(=NN1C1=CC(=C(C(=C1)F)OC)F)C(C)(C)C)F)C#N